O1C2=C(OCC1)C=C(C=C2)C2=C(C#N)C(=CC=C2)N2CCC(CC2)N[C@@H]2C[C@H](C2)CO 2-(2,3-dihydrobenzo[b][1,4]dioxin-6-yl)-6-(4-(trans-3-(hydroxymethyl)cyclobutylamino)piperidin-1-yl)benzonitrile